ClC1=C(C(=C(CNC(C(C)C)=O)C=C1)F)C#N N-(4-chloro-3-cyano-2-fluorobenzyl)isobutyramide